2-({3-[3-(Decyloxy)phenyl]propanoyl}[4-(hydroxymethyl)benzyl]amino)ethyl dihydrogen phosphate ammonium salt [NH4+].P(=O)(OCCN(CC1=CC=C(C=C1)CO)C(CCC1=CC(=CC=C1)OCCCCCCCCCC)=O)(O)O